OC(=O)C(F)(F)F.ClC=1C=CC(=C(C1)C#N)COC1=CC=CC2=C1N=C1N2CCN[C@H]1C 5-chloro-2-({[(1S)-1-methyl-1,2,3,4-tetrahydrobenzo[4,5]imidazo[3,2-a]pyrazin-9-yl]oxy}methyl)benzene-1-carbonitrile TFA salt